ClC1=C2C(=C(N(C2=CC=C1C#N)COCC[Si](C)(C)C)[Si](C)(C)C)C1CC1 4-chloro-3-cyclopropyl-2-trimethylsilanyl-1-(2-trimethylsilylethoxymethyl)indole-5-carbonitrile